FC1=CC(=CNC1=O)C1=NC(=C(C=C1)NC(=O)C=1C(=NOC1C)C1=CC=CC=C1)OC (5'-fluoro-6-methoxy-6'-oxo-1',6'-dihydro-[2,3'-bipyridin]-5-yl)-5-methyl-3-phenylisoxazole-4-carboxamide